2-(benzyloxy)-benzene C(C1=CC=CC=C1)OC1=CC=CC=C1